C(#N)C=1C=NN2C1C(=CC(=C2)C=2C(=NN(C2)C2CN(C2)C(=O)OC(C)(C)C)C)OC tert-Butyl 3-(4-[3-cyano-4-methoxypyrazolo[1,5-a]pyridin-6-yl]-3-methylpyrazol-1-yl)azetidine-1-carboxylate